BrC=1C=C(C=NC1)S(=O)(=N)C1=CC=C(C(=O)NC=2C=C(C=CC2NC(OC(C)(C)C)=O)C2=CC=C(C=C2)F)C=C1 tert-butyl (3-(4-(5-bromopyridine-3-sulfonimidoyl)benzamido)-4'-fluoro-[1,1'-biphenyl]-4-yl)carbamate